C(C(C)(C)C)(=O)OC=1C=C2C=CNC2=CC1 1H-indol-5-yl pivalate